OC(CC(C)=O)(C)C 4-Hydroxy-4-methylpentan-2-one